tert-butyl (3-(3-(4-aminomethyl-2-(trifluoromethyl)phenyl)isoxazol-5-yl)-5-(4-(isopropylsulfonyl)phenyl)pyrazin-2-yl)(tert-butoxycarbonyl)carbamate NCC1=CC(=C(C=C1)C1=NOC(=C1)C=1C(=NC=C(N1)C1=CC=C(C=C1)S(=O)(=O)C(C)C)N(C(OC(C)(C)C)=O)C(=O)OC(C)(C)C)C(F)(F)F